O=C1NC(CCC1N1C(C2=CC=CC(=C2C1=O)NC12CCC(CC1)(CC2)C(=O)O)=O)=O 4-((2-(2,6-dioxopiperidin-3-yl)-1,3-dioxoisoindolin-4-yl)amino)bicyclo[2.2.2]octane-1-carboxylic acid